C1(CCC1)NCC1=CC=C(C=C1)Cl N-cyclobutyl-4-chloro-benzylamine